2-cyclopropyl-4-(4-(2-methoxycyclopentyl)piperazin-1-yl)-N-methyl-N-propylquinazolin-6-amine C1(CC1)C1=NC2=CC=C(C=C2C(=N1)N1CCN(CC1)C1C(CCC1)OC)N(CCC)C